N-(3,5-dimethyltricyclo[3.3.1.13,7]dec-1-yl)-3-nitrobenzenesulfonamide CC12CC3(CC(CC(C1)(C3)C)C2)NS(=O)(=O)C2=CC(=CC=C2)[N+](=O)[O-]